O=C1OC(CC12CCOCC2)CC(=O)O 2-(1-Oxo-2,8-dioxaspiro[4.5]decan-3-yl)acetic acid